2-[(ethoxythiocarbonyl)thio]propionic acid butyl ester C(CCC)OC(C(C)SC(=S)OCC)=O